(2R)-2-[4-(4-Chlorophenoxy)-2-(trifluoromethyl)phenyl]-1-(1H-1,2,4-triazole-1-yl)propan-2-ol ClC1=CC=C(OC2=CC(=C(C=C2)[C@@](CN2N=CN=C2)(C)O)C(F)(F)F)C=C1